1-(2-CYCLOPROPYLPYRIDIN-4-YL)-N-(6-METHOXY-1-METHYL-1H-INDAZOL-7-YL)-1H-PYRAZOLE-4-SULFONAMIDE C1(CC1)C1=NC=CC(=C1)N1N=CC(=C1)S(=O)(=O)NC=1C(=CC=C2C=NN(C12)C)OC